racemic-isopropyl 3-aminobutyrate N[C@@H](CC(=O)OC(C)C)C |r|